(2-((2r,5s)-4-(6-cyano-1-methyl-2-oxo-1,2-dihydropyrido[3,2-d]pyrimidin-4-yl)-2-ethyl-5-methylpiperazin-1-yl)-2-(4-(trifluoromethyl)phenyl)ethyl)carbamic acid methyl ester COC(NCC(C1=CC=C(C=C1)C(F)(F)F)N1[C@@H](CN([C@H](C1)C)C=1C2=C(N(C(N1)=O)C)C=CC(=N2)C#N)CC)=O